ClC=1C(=C(NC=2C3=C(N=CN2)C=NC(=C3)N3CC2(CN(C2)C(C=C)=O)CC3=O)C=CC1)F 6-[4-(3-Chloro-2-fluoro-anilino)pyrido[3,4-d]pyrimidin-6-yl]-2-prop-2-enoyl-2,6-diazaspiro[3.4]octan-7-one